FC(C1=CC=C(C=CC=O)C=C1)(F)F 4-(TRIFLUOROMETHYL)CINNAMALDEHYDE